CN(CC(C)C=1SC2=C(N1)C=C(C=C2)[C@@H]2N(C[C@H](CC2)C)C(C(=O)OCC(F)(F)F)=O)C 2,2,2-trifluoroethyl 2-((2R,5S)-2-(2-(1-(dimethylamino)propan-2-yl)benzo[d]thiazol-5-yl)-5-methylpiperidin-1-yl)-2-oxoacetate